5-bromo-2,3-dihydro-2-methyl-1H-isoindol-1-one BrC=1C=C2CN(C(C2=CC1)=O)C